2-[(R)-[(5S,7S)-7-Fluoro-5-(4-fluorophenyl)-6,7-dihydro-5H-pyrrolo[1,2-b][1,2,4]triazol-2-yl]sulfinyl]acetonitril F[C@H]1C[C@H](N2N=C(N=C21)[S@](=O)CC#N)C2=CC=C(C=C2)F